C(C)OC1=CC=C(C=C1)OC(CC)=O.OC1=C(C=C(C(C(=O)O)O)C=C1)OC 4-hydroxy-3-methoxy-mandelic acid 4-ethoxyphenylpropanoate